Cl.NC(C(=O)OCC)CO ethyl 2-amino-3-hydroxy-propanoate hydrochloride